NC1=NC(=C2N=CN(C2=N1)CCNC(=O)C1=CC(=NN1CC)C)NC1=CC=C(C=C1)F N-(2-(2-amino-6-((4-fluorophenyl)amino)-9H-purin-9-yl)ethyl)-1-ethyl-3-methyl-1H-pyrazole-5-carboxamide